n-pentadecylpropylenediamine C(CCCCCCCCCCCCCC)NC(CN)C